ClC1=C(C=C(C=C1)NC(=O)NC1=C(C=C(OC2=CC(=NC=C2)C(=O)NC)C=C1)F)C(F)(F)F 4-{4-[({[4-chloro-3-(trifluoromethyl)-phenyl]amino}carbonyl)amino]-3-fluorophenoxy}-N-methylpyridine-2-carboxamide